borylbenzoxolane BC1OC2=C(C1)C=CC=C2